tert-butyl 8-(2-oxopyrrolidin-1-yl)-6-pentanoyl-3,4-dihydro-2H-quinoline-1-carboxylate O=C1N(CCC1)C=1C=C(C=C2CCCN(C12)C(=O)OC(C)(C)C)C(CCCC)=O